BrC1=CN=C2C=CC(=NC2=C1)C=1C(=NNC1)C1=NC(=C(C=C1)F)C 7-bromo-2-(3-(5-fluoro-6-methylpyridin-2-yl)-1H-pyrazol-4-yl)-1,5-naphthyridine